CC[C@H]1CC[C@H]2[C@@H]3CC=C4C[C@@H](CC[C@]4(C)[C@H]3CC[C@]12C)O (3α)-Pregn-5-en-3-ol